3-cyclopropyl-pyridin-4-amine C1(CC1)C=1C=NC=CC1N